3-bromo-1-(3-fluoro-5-methylphenoxy)-2-iodobenzene BrC=1C(=C(C=CC1)OC1=CC(=CC(=C1)C)F)I